FC1=C(C=CC(=C1)F)[C@@H]1N(OCC1)C1=CC(=NC=N1)NC=1C(=CC(=C(C1)NC(C=C)=O)N1CCC(CC1)N1[C@H]2CN([C@@H](C1)C2)C)OC N-(5-((6-((R)-3-(2,4-difluorophenyl)isoxazolidine-2-yl)pyrimidine-4-yl)amino)-4-methoxy-2-(4-((1R,4R)-5-methyl-2,5-diazabicyclo[2.2.1]hept-ane-2-yl)piperidine-1-yl)phenyl)acrylamide